COC1=C(C=CC=C1)\C=C\C(\C=C\C1=C(C=CC=C1)OC)=O (1E,4E)-1,5-bis(2-methoxyphenyl)-1,4-pentadien-3-one